C(C)C=1C(=C(C=O)C=C(C1)[N+](=O)[O-])O 3-ethyl-2-hydroxy-5-nitro-benzaldehyde